1-((7-((S)-4,4-difluoro-3-phenylbutyryl)-10-hydroxy-7-azaspiro[4.5]decan-10-yl)methyl)-N,N-dimethyl-6-oxo-4-phenyl-1,6-dihydropyridine-3-carboxamide FC([C@@H](CC(=O)N1CC2(CCCC2)C(CC1)(O)CN1C=C(C(=CC1=O)C1=CC=CC=C1)C(=O)N(C)C)C1=CC=CC=C1)F